4-amino-1-(2-(cyclopropanesulfonamido)pyrimidin-4-yl)-N-(5-(6-ethoxypyrazin-2-yl)pyridin-2-yl)cyclohexane-1-carboxamide NC1CCC(CC1)(C(=O)NC1=NC=C(C=C1)C1=NC(=CN=C1)OCC)C1=NC(=NC=C1)NS(=O)(=O)C1CC1